4-octadecanoylaminophenol C(CCCCCCCCCCCCCCCCC)(=O)NC1=CC=C(C=C1)O